[(3-chloro-2-methoxyphenyl)amino]-2-[7-methoxy-6-(methylamino)quinolin-4-yl]-5H,6H,7H-pyrazolo[1,5-a]pyrazin-4-one ClC=1C(=C(C=CC1)NC=1C(=NN2C1C(NCC2)=O)C2=CC=NC1=CC(=C(C=C21)NC)OC)OC